N-(3,3-difluoro-cyclobutyl)-2-(5-(pyridin-2-yl)thiazol-2-ylamino)isonicotinamide FC1(CC(C1)NC(C1=CC(=NC=C1)NC=1SC(=CN1)C1=NC=CC=C1)=O)F